C(C(C)C)C=1C=CC(=C(C1)N1CCN(CC1)CC1=NC2=CC=CC=C2C(N1C)=O)C=1N=NNN1 2-[[4-[5-isobutyl-2-(2H-tetrazol-5-yl)phenyl]piperazin-1-yl]methyl]-3-methyl-quinazolin-4-one